C1(CCCCC1)N1C(N(C(C(=C1O)C(=O)NCC(=O)O)=O)C1CCCCC1)=O N-[(1,3-dicyclohexyl-6-hydroxy-2,4-dioxo-1,2,3,4-tetrahydro-5-pyrimidinyl)carbonyl]glycine